C(CCCCCCC(C)C)C(C(=O)O)S.SCC(=O)OCCCCCCCC(C)C isodecyl mercaptoacetate (isodecylthioglycolate)